N1=C(C=CC=C1)CC1CCN(CC1)C(=O)OC(C)(C)C tert-Butyl 4-(2-pyridylmethyl)piperidine-1-carboxylate